C1CCC2=C(C=CC=C12)O[C@H](CCNC)C=1SC=CC1 (R)-3-((2,3-dihydro-1H-inden-4-yl)oxy)-N-methyl-3-(thiophen-2-yl)propan-1-amine